C1(CCCC1)NC(=O)C1=CC(=C(C=N1)COC1=CC=CC(=N1)C1=CC(=C(CC2=NC3=C(N2C[C@H]2OCC2)C=C(C=C3)C(=O)O)C=C1F)F)F (S)-2-(4-(6-((6-(cyclopentylcarbamoyl)-4-fluoropyridin-3-yl)methoxy)pyridin-2-yl)-2,5-difluorobenzyl)-1-(oxetan-2-ylmethyl)-1H-benzo[d]imidazole-6-carboxylic acid